C(C=C)(=O)NCCCN(CC)CC acryloylaminopropyl-N,N-diethylamine